C(C)(C)(C)C=1C=C(C=C(C1O)C(C)(C)C)CCC(=O)[N-]CCCCCC[N-]C(CCC1=CC(=C(C(=C1)C(C)(C)C)O)C(C)(C)C)=O N,N'-bis(3,5-di-tert-butyl-4-hydroxyphenylpropionyl)-hexamethylendiamide